C1(CC1)C1=C(C(=NO1)C1=C(C=CC=C1Cl)Cl)CO[C@H]1[C@@H]2CN([C@H](C1)C2)C2=CC(=C(C(=O)NS(=O)(=O)C1CC1)C=C2)F 4-((1S,4S,5R)-5-((5-cyclopropyl-3-(2,6-dichlorophenyl)isoxazol-4-yl)methoxy)-2-azabicyclo[2.2.1]heptan-2-yl)-N-(cyclopropylsulfonyl)-2-fluorobenzamide